C(=C)(C)[C@H]1CCC([C@H](C1)O)=C (1S,5S)-5-isopropenyl-2-methylenecyclohexan-1-ol